C1(CC1)N1[C@@H](CN(CC1)C1CCN(CC1)C1=C(C=C(C(=C1)OC)NC1=NC=NC(=C1)N1OCC[C@@H]1C1=CC(=CC(=C1)F)F)NC(C=C)=O)C N-(2-(4-((R)-4-cyclopropyl-3-methylpiperazine-1-yl)piperidine-1-yl)-5-((6-((R)-3-(3,5-difluorophenyl)isoxazolidine-2-yl)pyrimidine-4-yl)amino)-4-methoxyphenyl)acrylamide